COC=1C(=CC2=CN(N=C2C1)[C@H]1[C@@H](CC(CC1)=O)C)C(=O)NC=1C=NN2C1N=CC=C2 6-Methoxy-2-((1R,2R)-2-methyl-4-oxocyclohexyl)-N-(pyrazolo[1,5-a]pyrimidin-3-yl)-2H-indazole-5-carboxamide